ClC1=C(C(=CC(=C1)F)F)[C@H](C(F)(F)F)NC(=O)C=1C=C2CN(C(C2=CC1)=O)C1C(NC(CC1)=O)=O N-((R)-1-(2-chloro-4,6-difluorophenyl)-2,2,2-trifluoroethyl)-2-(2,6-dioxopiperidin-3-yl)-1-oxoisoindoline-5-carboxamide